3-amino-6-chloro-picolinamide NC=1C(=NC(=CC1)Cl)C(=O)N